[C@H]1([C@@H](O)[C@@H](O)[C@H](O)[C@H](O1)CO)OCCN(C(CCCCC(=O)ON1C(CCC1=O)=O)=O)CCO[C@@H]1[C@@H](O)[C@@H](O)[C@H](O)[C@H](O1)CO 2,5-dioxopyrrolidin-1-yl 6-(bis{2-[(α-D-mannopyranosyl)oxy]ethyl}amino)-6-oxohexanoate